C[C@@H]1N(C2=CC=CC=C2[C@@H]([C@H]1C)NC1=NC=CC=N1)C(C)=O ((2S,3R,4R)-2,3-dimethyl-4-(pyrimidin-2-ylamino)-3,4-dihydroquinolin-1(2H)-yl)ethanone